C(C)(=O)N1CCC(CC1)N1CC(C1)N1N=C(C(=C1)C=1C(=NC(=CC1)C=1C=NN(C1)CC(F)(F)F)C(=O)N)C(F)F (1-(1-(1-acetylpiperidin-4-yl)azetidin-3-yl)-3-(difluoromethyl)-1H-pyrazol-4-yl)-6-(1-(2,2,2-trifluoroethyl)-1H-pyrazol-4-yl)-2-pyridineamide